[N+](=O)([O-])C1=C(C=CC=C1)OC(F)(F)F 1-nitro-2-(trifluoromethoxy)benzene